trans-N-(4-(4-(methylsulfonyl)phenoxy)cyclohexyl)-5-(4-fluorophenoxy)-2,2-dimethyl-pentanamide CS(=O)(=O)C1=CC=C(O[C@@H]2CC[C@H](CC2)NC(C(CCCOC2=CC=C(C=C2)F)(C)C)=O)C=C1